2,4,4,5,5-penta-methyl-1,3,2-dioxaborolane CB1OC(C(O1)(C)C)(C)C